CC1=CC(=NC=N1)C(=O)NC=1C=NC=CC1 6-methyl-N-(pyridin-3-yl)pyrimidine-4-carboxamide